O[C@H]1C[C@H]2N(CCN(C2)C2=CC=C(C=C2)C2=NNC3=C2N=C(N=C3)N3[C@@H](CN(C[C@@H]3C)C(=O)OC)C)C1 Methyl (3R,5S)-4-(3-(4-((7S,8aR)-7-hydroxyhexahydropyrrolo[1,2-a]pyrazin-2(1H)-yl)phenyl)-1H-pyrazolo[4,3-d]pyrimidin-5-yl)-3,5-dimethylpiperazine-1-carboxylate